C(C)(C)(C)C=1C(=C(C=CC1)[I+]C1=C(C(=CC=C1)C(C)(C)C)C(C)(C)C)C(C)(C)C bis-(di-tertiary butylphenyl)iodonium